(2R,3S)-3-methyl-2-(trifluoromethyl)-8-azaspiro[4.5]decan-1-one O-methyl oxime CON=C1[C@@H]([C@H](CC12CCNCC2)C)C(F)(F)F